(2r,4S)-2-((1R,5S,6S)-6-(3-(tert-Butyl)phenyl)-3-azabicyclo[3.1.0]hexan-3-carbonyl)-5-azaspiro[3.4]octan-6-on C(C)(C)(C)C=1C=C(C=CC1)C1[C@@H]2CN(C[C@H]12)C(=O)C1CC2(C1)NC(CC2)=O